N1=CNC2=NC=CC(=C21)C=2C=NN(C2)C2=CC=C(C=N2)C(C(F)(F)F)(CCS(=O)(=O)C)O 2-(6-(4-(3H-imidazo[4,5-b]pyridin-7-yl)-1H-pyrazol-1-yl)pyridin-3-yl)-1,1,1-trifluoro-4-(methylsulfonyl)butan-2-ol